CC=1C=C(C=C(C1)C)C1=NC=CC2=CC(=CC=C12)C1CCCC1 1-(3,5-dimethylphenyl)-6-cyclopentylisoquinoline